1-(4-(2,5-dichloropyrimidin-4-yl)-1H-pyrazol-1-yl)-2-methylpropan-2-ol ClC1=NC=C(C(=N1)C=1C=NN(C1)CC(C)(O)C)Cl